Benzyl (S)-3-cyclopropyl-2-(2-((S)-5-oxo-1-(2,3,5-trifluorobenzyl)pyrrolidin-2-yl)acetamido)propanoate C1(CC1)C[C@@H](C(=O)OCC1=CC=CC=C1)NC(C[C@H]1N(C(CC1)=O)CC1=C(C(=CC(=C1)F)F)F)=O